2-(hydroxyimino)-2-phenylacetamide ON=C(C(=O)N)C1=CC=CC=C1